O=C1CCC(N1C1=NC=CC=N1)C(=O)N 5-oxo-1-(pyrimidin-2-yl)pyrrolidine-2-carboxamide